tert-Butyl 2-methoxy-1,4,7-trimethyl-1,2,5,7-tetrahydro-6H-pyrrolo[3,4-b]pyridine-6-carboxylate COC1C=C(C2=C(N1C)C(N(C2)C(=O)OC(C)(C)C)C)C